(R)-1-METHOXY-N,N-BIS(4-METHOXYBENZYL)HEX-5-ENE-2-SULFONAMIDE COC[C@@H](CCC=C)S(=O)(=O)N(CC1=CC=C(C=C1)OC)CC1=CC=C(C=C1)OC